BrC=1C=C2C(=NC1)NC=C2C(=O)C=2C(=C(C=CC2Cl)NC(C)=O)F N-[3-(5-bromo-1H-pyrrolo[2,3-b]pyridine-3-carbonyl)-4-chloro-2-fluoro-phenyl]acetamide